2,5-dimethyl-2,5-di(benzoyl)hexane CC(C)(CCC(C)(C(C1=CC=CC=C1)=O)C)C(C1=CC=CC=C1)=O